4'-tert-butylMethoxybiphenyl C(C)(C)(C)COC1=CC=C(C=C1)C1=CC=CC=C1